(R)-2-methyl-N-((S)-2-oxa-8-azaspiro[4.5]decane-4-yl)propane-2-sulfinamide CC(C)(C)[S@@](=O)N[C@@H]1COCC12CCNCC2